(1R,3R)-3-((S)-2-((6-Isopropoxypyridin-2-yl)methyl)-6-(methoxycarbonyl)-7-methyl-6,7,8,9-tetrahydro-3H-imidazo[4,5-f]chinolin-3-yl)cyclohexan C(C)(C)OC1=CC=CC(=N1)CC=1N(C=2C(=C3CC[C@@H](N(C3=CC2)C(=O)OC)C)N1)C1CCCCC1